3-amino-N-{2-[3-amino-4-(1-methoxyethyl)pyrrolidin-1-yl]-5,6,7,8-tetrahydroquinolin-6-yl}-6-methylthieno[2,3-b]pyridine-2-carboxamide NC1=C(SC2=NC(=CC=C21)C)C(=O)NC2CC=1C=CC(=NC1CC2)N2CC(C(C2)C(C)OC)N